4-methylpiperazine-1-carboxylic acid [(2s,3s,4E,6r,7s,10r)-10-hydroxy-3,7-dimethyl-2-[(E)-1-(6-methyl-1H-indazol-4-yl) prop-1-en-2-yl]-12-oxo-1-oxocyclododec-4-en-6-yl] ester O[C@@H]1CC[C@@H]([C@H](/C=C/[C@@H]([C@H](C(C(C1)=O)=O)/C(=C/C1=C2C=NNC2=CC(=C1)C)/C)C)OC(=O)N1CCN(CC1)C)C